[Ca].CN1C=2C(NC(=NC2NCC1CNC1=CC=C(C(N[C@@H](CCC(=O)O)C(=O)O)=O)C=C1)N)=O L-5-methyltetrahydrofolic acid calcium